CCCCCCCCC1=NSC(C1=O)(Cl)Cl dichloro-octylisothiazolinone